bis-(2-diphenylphosphinoethyl)amine C1(=CC=CC=C1)P(CCNCCP(C1=CC=CC=C1)C1=CC=CC=C1)C1=CC=CC=C1